CC1=C(C(=O)C2=C(C3=C(S2)C=C(C=C3)O)OC3=CC=C(C=C3)/C=C/C(=O)OC)C(=CC=C1)C Methyl (E)-3-(4-((2-(2,6-dimethylbenzoyl)-6-hydroxybenzo[b]thiophen-3-yl)oxy)phenyl)acrylate